FC1=C(C=CC2=C1N(C(=N2)NC(=O)[C@@H]2C(C2)(C)C)C2=CC=C(C=C2)F)CC(C)(C)O (S)-N-(7-fluoro-1-(4-fluorophenyl)-6-(2-hydroxy-2-methylpropyl)-1H-benzo[d]imidazol-2-yl)-2,2-dimethylcyclopropane-1-carboxamide